NC[C@@H](C)NC(C1=C(C=C(C=C1C)NC=1C=2N(C=CN1)C(=CN2)C=2C(=NN(C2)CC(F)F)C(F)(F)F)F)=O (R)-N-(1-aminopropan-2-yl)-4-((3-(1-(2,2-difluoroethyl)-3-(trifluoromethyl)-1H-pyrazol-4-yl)imidazo[1,2-a]pyrazin-8-yl)amino)-2-fluoro-6-methylbenzamide